FCCC1=CC(=C(C=C1OC)CC(CC)N)OC 1-(4-(2-fluoroethyl)-2,5-dimethoxyphenyl)butan-2-amine